Cl.FC1=CC=CC(=C1C(=O)O)OC 6-fluoro-2-methoxybenzoate hydrochloride